(R)-7'-(4-(4-methylpiperazin-1-yl)phenyl)-2'-oxo-1',4'-dihydro-2'H-spiro[pyrrolidine-3,3'-quinoline]-1-carbonitrile CN1CCN(CC1)C1=CC=C(C=C1)C1=CC=C2C[C@]3(C(NC2=C1)=O)CN(CC3)C#N